C(CCCC)(=O)C1=C(C=C(C=C1N)N)N pentanoyl-1,3,5-triaminobenzene